C1(=CC=CC=C1)NC(O[C@H](C)[C@]1(CN(CC1)C(C)(C)C=1C=NC(=CC1)C)CCC=1SC(=CC1)F)=O |o1:11| (R)-1-((R or S)-3-(2-(5-fluorothiophen-2-yl)ethyl)-1-(2-(6-methylpyridin-3-yl)propan-2-yl)pyrrolidin-3-yl)ethyl phenylcarbamate